(S)-7-Oxa-2-aza-spiro[4.5]decane-2-carboxylic acid (4-methoxy-7-morpholin-4-yl-thiazolo[4,5-c]pyridin-2-yl)-amide COC1=NC=C(C2=C1N=C(S2)NC(=O)N2C[C@]1(CC2)COCCC1)N1CCOCC1